OC1(CCC(CC1)N1C2=NC(=NC=C2N(C1=O)C)NC=1C=C2C=CC=NC2=CC1C)C 9-((1s,4s)-4-hydroxy-4-methylcyclohexyl)-7-methyl-2-((7-methylquinolin-6-yl)amino)-7,9-dihydro-8H-purin-8-one